1-(4-(4-chlorobenzyl)-3,4-dihydroquinoxalin-1(2H)-yl)-2-(piperidin-1-yl)propan ClC1=CC=C(CN2CCN(C3=CC=CC=C23)CC(C)N2CCCCC2)C=C1